ethyl-ethanal C(C)CC=O